FC(S(=O)(=O)O)(F)F.[Li] lithium trifluoro(methylsulfonic acid)